ON[C@@H](CC(C)C)C(=O)N=C(C(=O)O)CC(C)C 2-[(N-hydroxyleucyl)imino]-4-methylpentanoic acid